2-(benzylamino)-1-(4-fluorophenyl)ethane-1-ol C(C1=CC=CC=C1)NCC(O)C1=CC=C(C=C1)F